C(CCCCCCCCCC)N undecanamine